1-((1r,3r,5r,7r)-adamantan-2-yl)-4-((5-(4-chlorophenyl)-1-(2,4-dichlorophenyl)-4-methyl-1H-pyrazol-3-yl)methyl)piperazine C12C(C3CC(CC(C1)C3)C2)N2CCN(CC2)CC2=NN(C(=C2C)C2=CC=C(C=C2)Cl)C2=C(C=C(C=C2)Cl)Cl